ClC1=C(C=CC=C1OC)C(=O)N1C[C@H]2CO[C@@H](CN2CC1)C1=NC=CC(=C1)OC(F)(F)F (2-chloro-3-methoxy-phenyl)-[(3S,9aS)-3-[4-(trifluoromethoxy)-2-pyridyl]-3,4,6,7,9,9a-hexahydro-1H-pyrazino[2,1-c][1,4]oxazin-8-yl]methanone